(2-chloro-5-fluorophenyl)-2-(4-methoxybenzyl)-4-((4-methoxybenzyl)amino)-2,3,6,9a-tetrahydro-1H-imidazo[1,2-a]pyrrolo[3,4-e]pyridin-1-one ClC1=C(C=C(C=C1)F)C1N(C(C2C1=C(C=C1N2C=CN1)NCC1=CC=C(C=C1)OC)=O)CC1=CC=C(C=C1)OC